3-[3-chloro-4-[4-(4-piperidinyl)-1-piperidinyl]anilino]piperidine-2,6-dione HCl salt Cl.ClC=1C=C(NC2C(NC(CC2)=O)=O)C=CC1N1CCC(CC1)C1CCNCC1